[Cl-].N1C=NC(=C1)[NH3+] imidazol-4-aminium chloride